6-ethylmercapto-3-[(1-methyl-1H-1,2,4-triazole-3-yl)methyl]-1-[(2,4,5-trifluoro-phenyl)methyl]-1,3,5-triazine-2,4(1H,3H)-dione C(C)SC1=NC(N(C(N1CC1=C(C=C(C(=C1)F)F)F)=O)CC1=NN(C=N1)C)=O